(Z)-1-(3-fluorophenyl)-N-hydroxycyclopropane-1-carboximidamide FC=1C=C(C=CC1)C1(CC1)/C(/NO)=N/[H]